8-fluorochromanone FC=1C=CC=C2CCC(OC12)=O